N-[2-[(3-methylphenyl)ethynyl]phenyl]-4-methylbenzenesulfonamide CC=1C=C(C=CC1)C#CC1=C(C=CC=C1)NS(=O)(=O)C1=CC=C(C=C1)C